C(#N)C=1C(=C(C(=NC1NC(C)C)CCC1=CC=C(C=C1)F)C=1OC(=NN1)C)C1=CC=C(S1)C(=O)NCC1=CC(=C(C=C1)F)F 5-[5-cyano-2-[2-(4-fluorophenyl)ethyl]-6-(isopropylamino)-3-(5-methyl-1,3,4-oxadiazol-2-yl)-4-pyridyl]-N-[(3,4-difluorophenyl)methyl]thiophene-2-carboxamide